CC1=C(SC(=C1)C1=NOC(C1)(C(F)(F)F)C1=CC(=C(C(=C1)Cl)Cl)Cl)C(=O)NCC(NCC#C)=O 3-methyl-N-(2-oxo-2-(prop-2-yn-1-ylamino)ethyl)-5-(5-(3,4,5-trichlorophenyl)-5-(trifluoromethyl)-4,5-dihydroisoxazol-3-yl)thiophene-2-carboxamide